3-tert-butyl-1-{4-[1-(3-chlorophenyl)ethyl]-3-oxo-2H-1,4-benzoxazin-7-yl}urea C(C)(C)(C)NC(NC1=CC2=C(N(C(CO2)=O)C(C)C2=CC(=CC=C2)Cl)C=C1)=O